C(CCCCCCC)OC(C=1C(C(=O)OCCCCCCCC)=CC(=C(C1)C(=O)OCCCCCCCC)C(=O)OCCCCCCCC)=O tetraoctyl-pyromellitic acid